CN1COC=NC1 3-methyl-1,3,5-oxadiazine